NC=1NC(C=2N=CN(C2N1)[C@@H]1O[C@]([C@H](C1)O[Si](C)(C)C(C)(C)C)([2H])CO)=O 2-amino-9-((2R,4S,5R)-4-((tert-butyldimethylsilyl)oxy)-5-(hydroxymethyl)tetrahydrofuran-2-yl-5-d)-1,9-dihydro-6H-purin-6-one